CC1=CC=C(N)C(=C1)C 4,6-dimethylaniline